2-Amino-1-(2,6-dimethyl-3-(methylthio)phenyl)-5,6-dimethyl-1H-pyrrolo[2,3-b]pyridine-3-carbonitrile NC1=C(C=2C(=NC(=C(C2)C)C)N1C1=C(C(=CC=C1C)SC)C)C#N